[Ni].[Cr].[Al].[Cu] copper aluminum chromium nickel